CC1=C(C(=O)NCC=2C(NC(=C3CCCCC23)C)=O)C=CC=C1 2-methyl-N-((1-methyl-3-oxo-2,3,5,6,7,8-hexahydroisoquinolin-4-yl)methyl)benzamide